C(C)O\N=C(\C1=NC(=C(C=C1)S(=O)(=O)C)C1=NN(N=C1C)C1=C(C=CC=C1)[N+](=O)[O-])/N (Z)-N'-ethoxy-6-(5-methyl-2-(2-nitrophenyl)-2H-1,2,3-triazol-4-yl)-5-(methylsulfonyl)picolinimidamide